Tert-butyl 6-(3-(4-acetyl-2,2-dimethylpiperazin-1-yl)-4-(5,6-dimethyl-1-tosyl-1H-indazol-4-yl)-5-methyl-1H-pyrazol-1-yl)-2-azaspiro[3.3]heptane-2-carboxylate C(C)(=O)N1CC(N(CC1)C1=NN(C(=C1C1=C2C=NN(C2=CC(=C1C)C)S(=O)(=O)C1=CC=C(C)C=C1)C)C1CC2(CN(C2)C(=O)OC(C)(C)C)C1)(C)C